2-(7-((2S,5R)-2,5-diethyl-4-(1-(3-methylpyrazolo[1,5-a]pyrimidin-5-yl)ethyl)piperazin-1-yl)-4-methyl-5-oxo-4,5-dihydro-2H-pyrazolo[4,3-b]pyridin-2-yl)acetonitrile C(C)[C@@H]1N(C[C@H](N(C1)C(C)C1=NC=2N(C=C1)N=CC2C)CC)C=2C=1C(N(C(C2)=O)C)=CN(N1)CC#N